C(C)(C)(C)[Si](OCC1=C(C=C(C=C1)[N+](=O)[O-])CC=O)(C)C 2-[2-[[tert-butyl-(dimethyl)silyl]oxymethyl]-5-nitro-phenyl]ethanal